N-(6-(1,4-dimethyl-1H-1,2,3-triazol-5-yl)-1-methyl-4-(phenyl-(tetrahydro-2H-pyran-4-yl)methyl)-1,4-dihydropyrazolo[3',4':4,5]pyrrolo[3,2-b]pyridin-3-yl)methanesulfonamide CN1N=NC(=C1C=1C=C2C(=NC1)C1=C(N2C(C2CCOCC2)C2=CC=CC=C2)C(=NN1C)NS(=O)(=O)C)C